3-(2-propenyloxy)propanesulfonic acid C(C=C)OCCCS(=O)(=O)O